1,3-Diisobutyl-5-tert-butyl-4-hydroxy-pyrazol C(C(C)C)N1N=C(C(=C1C(C)(C)C)O)CC(C)C